7-[4-(ethylamino)-5-[5-(piperazin-1-yl)-1,3,4-thiadiazol-2-yl]pyridin-2-yl]pyrrolo[1,2-b]pyridazine-3-carbonitrile C(C)NC1=CC(=NC=C1C=1SC(=NN1)N1CCNCC1)C1=CC=C2N1N=CC(=C2)C#N